1-(2,2-Dideuterio-1,3-benzodioxol-5-yl)-N-methyl-butan-2-amine hydrochloride Cl.[2H]C1(OC2=C(O1)C=CC(=C2)CC(CC)NC)[2H]